N-[3-chloro-4-(cyclopropylmethoxy)-2-fluoro-phenyl]-7-fluoro-6-[(3S)-pyrrolidin-3-yl]oxy-pyrido[3,2-d]pyrimidin-4-amine ClC=1C(=C(C=CC1OCC1CC1)NC=1C2=C(N=CN1)C=C(C(=N2)O[C@@H]2CNCC2)F)F